2-((S)-1-(4-((5,7-difluoroquinolin-6-yl)amino)-5-(((R)-1-(dimethylamino)propan-2-yl)oxy)quinazolin-7-yl)pyrrolidin-3-yl)propan-2-ol FC1=C2C=CC=NC2=CC(=C1NC1=NC=NC2=CC(=CC(=C12)O[C@@H](CN(C)C)C)N1C[C@H](CC1)C(C)(C)O)F